4-(cyanomethylene)-2-methylpyrrolidine-1-carboxylate C(#N)C=C1CC(N(C1)C(=O)[O-])C